CN1N=C(C(=C1)NCCCCC)C(=O)OC Methyl 1-Methyl-4-(1-pentylamino)-1H-pyrazole-3-carboxylate